trans-[4-[(2-methyl-[1,2,4]triazolo[1,5-a]pyridin-6-yl)methyl]cyclohexyl]-[(3S)-3-pyrazin-2-ylisoxazolidin-2-yl]methanone CC1=NN2C(C=CC(=C2)C[C@@H]2CC[C@H](CC2)C(=O)N2OCC[C@H]2C2=NC=CN=C2)=N1